Cl.Cl.ClC1=CNC2=NC=C(C=C21)CNC([C@H](C)NC(=O)[C@@H]2NC[C@H](C2)CC=2SC(=CC2)Cl)=O (2R,4R)-N-((S)-1-(((3-chloro-1H-pyrrolo[2,3-b]pyridin-5-yl)methyl)amino)-1-oxopropan-2-yl)-4-((5-chlorothien-2-yl)methyl)pyrrolidine-2-carboxamide dihydrochloride